C(C)(C)NC(C1=CC(=CC=C1)CN1C(C2=CC=C(C=C2C=C1)C=1C=NNC1)=O)=O N-Isopropyl-3-((1-oxo-6-(1H-pyrazol-4-yl)isoquinolin-2(1H)-yl)methyl)benzamide